C(C)C1(OC2=C(C(C1)=O)C=C(C=C2)C2=NOC(=N2)C=2C=NC=C(C2)C)CC 2,2-diethyl-6-[5-(5-methylpyridin-3-yl)-1,2,4-oxadiazol-3-yl]-3,4-dihydro-2H-1-benzopyran-4-one